N-(5-(4,4-difluoropiperidin-1-yl)-[1,2,4]triazolo[1,5-c]pyrimidin-7-yl)-4-(ethylsulfonyl)-2-(6-azaspiro[2.5]octan-6-yl)benzamide FC1(CCN(CC1)C1=NC(=CC=2N1N=CN2)NC(C2=C(C=C(C=C2)S(=O)(=O)CC)N2CCC1(CC1)CC2)=O)F